CC=1C=C(C#N)C=CC1C(CC(C=O)C)(CC=C(C)C)C 3-methyl-4-(2,4,7-trimethyl-1-oxooctan-6-En-4-yl)benzonitrile